N1(CCNCC1)C1CCCC2=CC=CC=C12 (piperazin-1-yl)-1,2,3,4-tetrahydronaphthalen